N-(4-(2-((3-(dimethyl-amino)-4-hydroxycyclohexyl)amino)-8-isopropyl-7-oxo-7,8-dihydropyrido[2,3-d]-pyrimidin-6-yl)-2-fluorophenyl)-3,3,3-trifluoropropane-1-sulfonamide CN(C1CC(CCC1O)NC=1N=CC2=C(N1)N(C(C(=C2)C2=CC(=C(C=C2)NS(=O)(=O)CCC(F)(F)F)F)=O)C(C)C)C